Heptadecanoat C(CCCCCCCCCCCCCCCC)(=O)[O-]